(2S,3R)-2-((((9H-fluoren-9-yl)methoxy)carbonyl)amino)-3-hydroxypentan C1=CC=CC=2C3=CC=CC=C3C(C12)COC(=O)N[C@@H](C)[C@@H](CC)O